ClC(Cl)[SiH2]CCC1C(=O)OC(C1)=O 2-(dichloromethylsilyl)ethyl-succinic anhydride